FC(C1(CC1)C(=O)NNC(=O)C1CN(C1)C(=O)[O-])(F)F 3-[[[1-(trifluoromethyl)cyclopropanecarbonyl]amino]carbamoyl]azetidine-1-carboxylate